2,3,6-tris(trifluoromethyl)phenol FC(C1=C(C(=CC=C1C(F)(F)F)C(F)(F)F)O)(F)F